C(C)S(=O)(=O)C1=CC=C(C=C1)CC(=O)O 2-[4-(ethylsulfonyl)phenyl]Acetic acid